5-chloro-1-({3-[(2S)-2-(4-chlorophenyl)-2-hydroxyethyl]-1,2,4-oxadiazol-5-yl}methyl)-2,6-dioxo-1,2,3,6-tetrahydropyrimidine-4-carboxamide ClC1=C(NC(N(C1=O)CC1=NC(=NO1)C[C@H](O)C1=CC=C(C=C1)Cl)=O)C(=O)N